COC1(CC(C1)[C@@H](C(C)C)N1CC2(C1)CCNC2)OC 2-[(1R)-1-(3,3-dimethoxycyclobutyl)-2-methyl-propyl]-2,7-diazaspiro[3.4]Octane